P.[P] phosphorus (phosphine)